(2-hydroxyethoxy)-2-methyl-phenyl-acetone tert-butyl-(S)-(1-(2-bromo-6-methylpyridin-4-yl)ethyl)(methyl)carbamate C(C)(C)(C)OC(N(C)[C@@H](C)C1=CC(=NC(=C1)C)Br)=O.OCCOC(C(C)=O)C1=C(C=CC=C1)C